C1(=CC=CC2=CC=CC=C12)NC1=CC=CC=C1 1-NAPHTHYLPHENYLAMINE